C1(CCCCC1)NC1CCCCC1.C(C)(=O)N[C@@H](CSCCO)C(=O)O N-acetyl-S-(2-hydroxyethyl)-L-cysteine dicyclohexylamine salt